(±)-4-Amino-3-(4-chlorophenyl)butanoic acid NC[C@H](CC(=O)O)C1=CC=C(C=C1)Cl |r|